ClC1=C(C=C(C=C1)OC)NC(CC)=O N-(2-chloro-5-methoxyphenyl)propionamide